CN(C)CC=1C=NC(=NC1)N1CCC(CC1)N1C2=C(N(C(C1=O)=O)C)C=C(C=N2)C(=O)OC methyl 4-(1-(5-((dimethylamino)methyl)pyrimidin-2-yl)piperidin-4-yl)-1-methyl-2,3-dioxo-1,2,3,4-tetrahydropyrido[2,3-b]pyrazine-7-carboxylate